(S)-1-(((R)-tert-butylsulfinyl)amino)-4-cyano-1,3-dihydrospiro[indene-2,4'-piperidine]-1'-carboxylic acid tert-butyl ester C(C)(C)(C)OC(=O)N1CCC2(CC1)[C@@H](C1=CC=CC(=C1C2)C#N)N[S@](=O)C(C)(C)C